[Si](C)(C)(C(C)(C)C)OC=1C=CC(=NC1)NC(=O)C=1C=C(C=CC1)C1=CC=CC=C1 N-[5-[(tert-butyldimethylsilyl)oxy]pyridin-2-yl]-[1,1-biphenyl]-3-carboxamide